C(#N)CC1N(CC2=NC(=CC=C21)C=O)C(=O)OC(C)(C)C tert-butyl 5-(cyanomethyl)-2-formyl-5,7-dihydro-6H-pyrrolo[3,4-b]pyridine-6-carboxylate